[Si](C)(C)(C(C)(C)C)OC1[C@H]2N(C(C3=C(N1C(=O)OCC=C)C=C(C(=C3)OC)OCCCCCI)=O)CCC2 allyl (11aS)-11-((tert-butyldimethylsilyl) oxy)-8-((5-iodopentyl) oxy)-7-methoxy-5-oxo-2,3,11,11a-tetrahydro-1H-benzo[e]pyrrolo[1,2-a][1,4]diazepine-10(5H)-carboxylate